2-(6,7-dihydro-5H-pyrrolo[1,2-c]imidazol-1-yl)-2-[4-fluoro-1-oxo-6-[4-(4-piperidinyloxy)phenyl]isoindol-2-yl]-N-thiazol-2-yl-acetamide hydrochloride Cl.C1(=C2N(C=N1)CCC2)C(C(=O)NC=2SC=CN2)N2C(C1=CC(=CC(=C1C2)F)C2=CC=C(C=C2)OC2CCNCC2)=O